C(C)(C)(C)OC(=O)N1C[C@H](CCC1)C[C@H]1N([C@H](CC1)[C@@H](O)C1=CC(=CC=C1)F)C(=O)OC(C)(C)C.C1(=CC=CC=C1)NCCC[Si](OC)(OC)OC 3-(phenylamino)propyltrimethoxysilane tert-butyl-(R)-3-(((2S,5R)-1-(tert-butoxycarbonyl)-5-((S)-(3-fluorophenyl)(hydroxy)methyl)pyrrolidin-2-yl)methyl)-piperidine-1-carboxylate